ClC=1C=NN2C1N=C(C=C2NCC2=CC=C(C=C2)C2=NC=CC=C2)N[C@@H]2CNCCC2 (S)-3-chloro-N5-(piperidin-3-yl)-N7-(4-(pyridin-2-yl)benzyl)pyrazolo[1,5-a]pyrimidine-5,7-diamine